2-(7-(1-acryloylpyrrolidin-3-yl)-4-amino-7H-pyrrolo[2,3-d]pyrimidin-5-yl)-7-methoxybenzothiophene-5-carboxylic acid C(C=C)(=O)N1CC(CC1)N1C=C(C2=C1N=CN=C2N)C=2SC1=C(C2)C=C(C=C1OC)C(=O)O